N-[4-[4-[2-(3-carbamoyl-1-methyl-pyrrolidin-1-ium-1-yl)acetyl]piperazine-1-carbonyl]-3-chloro-phenyl]-5-[4-(difluorometh-oxy)-2,3-difluoro-phenyl]-1-methyl-imidazole-2-carboxamide C(N)(=O)C1C[N+](CC1)(C)CC(=O)N1CCN(CC1)C(=O)C1=C(C=C(C=C1)NC(=O)C=1N(C(=CN1)C1=C(C(=C(C=C1)OC(F)F)F)F)C)Cl